5-bromo-3-tert-butyl-2-ethylbenzofuran BrC=1C=CC2=C(C(=C(O2)CC)C(C)(C)C)C1